(S,E)-3-(4-chlorophenyl)-N-((4,4-difluoropiperidin-1-yl)sulfonyl)-4-phenyl-4,5-dihydro-1H-pyrazole-1-carboxamide chloride [Cl-].ClC1=CC=C(C=C1)C1=NN(C[C@@H]1C1=CC=CC=C1)C(=O)NS(=O)(=O)N1CCC(CC1)(F)F